6-methyl-5-(2,2,2-trifluoroethyl)pyridin CC1=C(C=CC=N1)CC(F)(F)F